2-hydroxy-4-methoxy-6-methylbenzoic acid ethyl ester C(C)OC(C1=C(C=C(C=C1C)OC)O)=O